CC1(CCC(CC1)C)OP(O)(O)=O 1,4-dimethylcyclohexylphosphoric acid